2-hydroxy-3-(oxetan-3-yloxy)cyclohepta-2,4,6-trien-1-one OC=1C(C=CC=CC1OC1COC1)=O